tetrahydrofuran-3,4-diacetic acid O1CC(C(C1)CC(=O)O)CC(=O)O